6-Chloro-3-[(1R)-1-[2-[1-(2-methoxyethyl)pyrazol-4-yl]-3,6-dimethyl-4-oxo-chromen-8-yl]ethoxy]pyridine-2-sulfonamide ClC1=CC=C(C(=N1)S(=O)(=O)N)O[C@H](C)C=1C=C(C=C2C(C(=C(OC12)C=1C=NN(C1)CCOC)C)=O)C